2-(3-iodophenyl)-2-methylbutanoate IC=1C=C(C=CC1)C(C(=O)[O-])(CC)C